3-(2-bromobenzyl)oxetane-3-carboxylic acid BrC1=C(CC2(COC2)C(=O)O)C=CC=C1